1-[(4-methoxyphenyl)methyl]-3-[3-(3-methoxyphenyl)pyrazol-1-yl]piperidine-2,6-dione COC1=CC=C(C=C1)CN1C(C(CCC1=O)N1N=C(C=C1)C1=CC(=CC=C1)OC)=O